N-aminopyridine tert-butyl-(1-(hydroxymethyl)cyclopropyl)carbamate C(C)(C)(C)N(C(O)=O)C1(CC1)CO.NN1CC=CC=C1